(5-fluoro-2,4-dioxo-3,4-dihydropyrimidin-1(2H)-yl) methyl-n-tetradecyloxyformate CC(CCCCCCCCCCCCC)OC(=O)ON1C(NC(C(=C1)F)=O)=O